C1C2CC3CC1C[Ge](C2)C3 germaadamantane